BrC1=C(C=C(C=C1)C=1C=C(C=2N(C1)C=C(N2)C)C(F)(F)F)OCOC 6-[4-bromo-3-(methoxymethoxy)phenyl]-2-methyl-8-(trifluoromethyl)imidazo[1,2-a]pyridine